C(C)(C)(C)N[Ti](C)C tertiary butylamino-dimethyl-titanium